hydroxyoctacosanol hydroxystearate (hydroxyoctacosanyl-hydroxystearate) OCCCCCCCCCCCCCCCCCCCCCCCCCCCCC(C(=O)O)(CCCCCCCCCCCCCCCC)O.OC(C(=O)O)CCCCCCCCCCCCCCCC.OC(CCCCCCCCCCCCCCCCCCCCCCCCCCC)O